Cl.NCCCN(C(C1=C(C=C(C=C1)NC=1C=2N(C=CN1)C(=CN2)C2=CC=C(C=C2)OC)C)=O)C N-(3-aminopropyl)-4-((3-(4-methoxyphenyl)imidazo[1,2-a]pyrazin-8-yl)amino)-N,2-dimethylbenzamide hydrochloride